(perfluorophenyl)tris-(perfluoronaphthyl)borate FC1=C(C(=C(C(=C1F)F)F)F)[B-](C1=C(C(=C(C2=C(C(=C(C(=C12)F)F)F)F)F)F)F)(C1=C(C(=C(C2=C(C(=C(C(=C12)F)F)F)F)F)F)F)C1=C(C(=C(C2=C(C(=C(C(=C12)F)F)F)F)F)F)F